C(C1=CC=CC=C1)N1C(OC(=C1C(F)(F)F)C1=CC=CC=C1)=O 3-benzyl-5-phenyl-4-trifluoromethyl-oxazol-2(3H)-one